The molecule is a 1,2-diacyl-sn-glycerol where icosanoyl and oleoyl are the 1- and 2-acyl groups respectively. It derives from an oleic acid and an icosanoic acid. CCCCCCCCCCCCCCCCCCCC(=O)OC[C@H](CO)OC(=O)CCCCCCC/C=C\\CCCCCCCC